COC=1C=C(C(=O)OC)C=C(C1NC)NC(=O)C=1N2C(C(NC3=CC=CC(C1)=C23)=O)C methyl 3-methoxy-4-(methylamino)-5-[(11-methyl-10-oxo-1,9-diazatricyclo[6.3.1.04,12]dodeca-2,4(12),5,7-tetraene-2-carbonyl)amino]benzoate